4-Amino-N,N-dibenzylbicyclo[2.1.1]hexane-1-carboxamide NC12CCC(C1)(C2)C(=O)N(CC2=CC=CC=C2)CC2=CC=CC=C2